ONC(=O)C=1C=CC=C2C=C(NC12)C1=NC=C(N=C1)C(F)(F)F N-hydroxy-2-(5-(trifluoromethyl)pyrazin-2-yl)-1H-indole-7-carboxamide